CC(C#C)N1C(COCC1)=O 4-(but-3-yn-2-yl)morpholin-3-one